C(C)C=1N=C(SC1)[C@H](CC1=CC=C(C=C1)NS(O)(=O)=O)NC(CN1C(NC(C(=C1)C)=O)=O)=O (S)-4-{2-(4-ethylthiazol-2-yl)-2-[2-(5-methyl-2,4-dioxo-3,4-dihydropyrimidin-1(2H)-yl)acetamido]Ethyl}phenyl-sulfamic acid